N-((2-(6-((cis)-2,6-dimethylmorpholino)pyridin-2-yl)-1,6-naphthyridin-7-yl)methyl)-4-methyl-5-(methylsulfonyl)-2-vinylbenzamide C[C@@H]1O[C@@H](CN(C1)C1=CC=CC(=N1)C1=NC2=CC(=NC=C2C=C1)CNC(C1=C(C=C(C(=C1)S(=O)(=O)C)C)C=C)=O)C